4-(6-(3,5-Dimethylisoxazol-4-yl)-2-(methylamino)-1H-benzo[d]imidazol-1-yl)benzoic acid CC1=NOC(=C1C=1C=CC2=C(N(C(=N2)NC)C2=CC=C(C(=O)O)C=C2)C1)C